Cl.Cl.Cl.N[C@@H](C(=O)N[C@H](C(=O)N[C@@H](CCCCN)C1=NC(=NO1)CC1=CC=CC=C1)CC1=C(C=C(C=C1C)O)C)CCCNC(=N)N (R)-2-amino-N-((S)-1-(((S)-5-amino-1-(3-benzyl-1,2,4-oxadiazol-5-yl)pentyl)amino)-3-(4-hydroxy-2,6-dimethylphenyl)-1-oxopropan-2-yl)-5-guanidinopentanamide-3HCl